COC1=CC=C(C=C1)C(OC[C@@]1(O[C@H](CN(C1)C(C)C)N1C(N=C(C=C1)NC(C1=CC=CC=C1)=O)=O)CO)(C1=CC=CC=C1)C1=CC=C(C=C1)OC N-[1-[(2R,6S)-6-[[bis(4-methoxyphenyl)-phenyl-methoxy]methyl]-6-(hydroxymethyl)-4-isopropyl-morpholin-2-yl]-2-oxo-pyrimidin-4-yl]benzamide